2-{[3-chloro-4-(4-methylpiperazin-1-yl)phenyl]amino}-6-(2-chlorophenyl)imidazo[1,2-a]pyrimido[5,4-e]pyrimidin-5(6H)-one ClC=1C=C(C=CC1N1CCN(CC1)C)NC=1N=CC=2C(N(C=3N(C2N1)C=CN3)C3=C(C=CC=C3)Cl)=O